ClC1=CC(=C(C=C1)C1(CC1)C(=O)NC=1C=CC(=C(C(=O)OC)C1)C=1C=NN(C1)CC(C)C)F Methyl 5-({[1-(4-chloro-2-fluorophenyl) cyclopropyl] carbonyl} amino)-2-(1-isobutyl-1H-pyrazol-4-yl)benzoate